C1=CC=CC=2C3=CC=CC=C3NC12.N1=NN=CC=C1 triazine compound with carbazole